(±)-tert-Butyl 7-(3-(((((1R,2R)-2-acetamidocyclohexyl)oxy)carbonyl)amino)-8-chloro-7-fluoroisoquinolin-6-yl)-8-methyl-2,3-dihydro-1H-pyrido[2,3-b][1,4]oxazine-1-carboxylate C(C)(=O)N[C@H]1[C@@H](CCCC1)OC(=O)NC=1N=CC2=C(C(=C(C=C2C1)C1=C(C2=C(OCCN2C(=O)OC(C)(C)C)N=C1)C)F)Cl |r|